OC[C@H](C1=CC=CC=C1)NC1=CC(=NC=C1C1=NC(=NO1)C1=NC=CC=C1)NC=1C=C2C(NC(C2=CC1)=O)(C)C (S)-5-((4-((2-hydroxy-1-phenylethyl)amino)-5-(3-(pyridin-2-yl)-1,2,4-oxadiazol-5-yl)pyridin-2-yl)amino)-3,3-dimethylisoindolin-1-one